2-anilino-3-methyl-6-(N-isopropyl-N-methylamino)fluorene N(C1=CC=CC=C1)C1=CC=2CC3=CC=C(C=C3C2C=C1C)N(C)C(C)C